4-benzyl-3-methylisoxazol-5(4H)-one C(C1=CC=CC=C1)C1C(=NOC1=O)C